Trimethylsiloxysilan C[Si](O[SiH3])(C)C